O1CCC(CC1)N 4-oxanamine